N1(CCNCC1)C1=NN=C(S1)C1=C(C=2NC=3C=C(C=CC3C2N=C1)C#N)NC1CCOCC1 3-(5-(piperazin-1-yl)-1,3,4-thiadiazol-2-yl)-4-((tetrahydro-2H-pyran-4-yl)amino)-5H-pyrido[3,2-b]indole-7-carbonitrile